CS(=O)(=O)C1=CC(=C(C(=O)NC2=NC=CC(=N2)OCCC(F)(F)F)C=C1)N1CCC2(CC2)CC1 4-(methylsulfonyl)-2-(6-azaspiro[2.5]octan-6-yl)-N-(4-(3,3,3-trifluoropropoxy)pyrimidin-2-yl)benzamide